FC(OC=1C=C(\C=N\[S@@](=O)C(C)(C)C)C=CC1)F (S,E)-N-(3-(difluoromethoxy)benzylidene)-2-methylpropane-2-sulfinamide